2-[(2-bromo-3-methoxy-4-pyridinyl)methyl]-3-oxo-butanoic acid ethyl ester C(C)OC(C(C(C)=O)CC1=C(C(=NC=C1)Br)OC)=O